4-(4-Methylpyridin-3-yl)aniline CC1=C(C=NC=C1)C1=CC=C(N)C=C1